2,2'-(propane-2,2-diylbis(sulfanediyl))diacetic acid CC(C)(SCC(=O)O)SCC(=O)O